azodicarboxylic acid bis(2-methoxyethyl) ester COCCOC(=O)N=NC(=O)OCCOC